C[C@H](C1=CNC2=CC=CC=C21)C(=O)OC[C@H]([C@@H]([C@@H](CO)O)O)O The molecule is an indolyl carboxylate ester obtained by formal condensation of one of the primary hydroxy groups of D-arabinitol with the carboxy group of (2R)-2-(indol-3-yl)propanoic acid. It has a role as a plant metabolite, a fungal metabolite and a plant growth regulator. It is a pentitol derivative and an indolyl carboxylate ester. It derives from a D-arabinitol.